ClC=1C=NC(=NC1)N[C@H]1CN(CC1)C(=O)C=1C=C(C=CC1)NC(OC(C)(C)C)=O (R)-tert-butyl (3-(3-((5-chloropyrimidin-2-yl)amino)pyrrolidine-1-carbonyl)phenyl)carbamate